2,4-dimethyl-3-(8-(pyridin-2-ylamino)-[1,2,4]triazolo[4,3-a][1,6]naphthyridin-4-yl)phenol formate C(=O)OC1=C(C(=C(C=C1)C)C=1C=2N(C3=CC(=NC=C3C1)NC1=NC=CC=C1)C=NN2)C